C(C)(C)(C)OC1=CC=C(C=C)C=C1 4-(tert-butoxy)styrene